CN1N=NC(=C1NC(OC(C)C1=C(C=CC=C1F)Cl)=O)C1=NC=C(C=C1)NS(=O)(=O)C 1-(2-chloro-6-fluorophenyl)ethyl (1-methyl-4-(5-(methyl-sulfonamido)pyridin-2-yl)-1H-1,2,3-triazol-5-yl)carbamate